C(C)(C)(C)OC(=O)N1C[C@@H](CC1)C=O |r| (+-)-3-formylpyrrolidine-1-carboxylic acid tert-butyl ester